C1OCC12CCN(CC2)C2CCC(CC2)NC2=C1C=C(N(C1=CC=C2)CC(F)(F)F)C#CCNC2=C(C=C(C=C2)S(=O)(=O)N)OC 4-((3-(4-(((1S,4S)-4-(2-oxa-7-azaspiro[3.5]nonan-7-yl)cyclohexyl)amino)-1-(2,2,2-trifluoroethyl)-1H-indol-2-yl)prop-2-yn-1-yl)amino)-3-methoxybenzenesulfonamide